C(C1=CC=CC=C1)OC1=C(C=C2C(=CC=NC2=C1)OC1=C(C=C(C=C1)NC1=NN(C=C1C(=O)O)C)F)OC 3-((4-((7-(benzyloxy)-6-methoxyquinolin-4-yl)oxy)-3-fluorophenyl)amino)-1-methyl-1H-pyrazole-4-carboxylic acid